4-amino-1-(4-{[4-(2-methylpyrrolidin-1-yl)-5-(triFluoromethyl)pyrimidin-2-yl]amino}phenyl)piperidin-3-ol NC1C(CN(CC1)C1=CC=C(C=C1)NC1=NC=C(C(=N1)N1C(CCC1)C)C(F)(F)F)O